(R)-5-(3-(5-(3-hydroxy-1-methyl-2-oxopyrrolidin-3-yl)isoxazol-3-yl)phenyl)-1H-pyrazolo[3,4-c]pyridine-7-carboxamide O[C@@]1(C(N(CC1)C)=O)C1=CC(=NO1)C=1C=C(C=CC1)C=1C=C2C(=C(N1)C(=O)N)NN=C2